ClC1=CC=C(C=C1)NC(N(C)C)=O 3-p-chlorophenyl-1,1-dimethyl-urea